2-Nitrobenzoic acid cyanomethyl ester C(#N)COC(C1=C(C=CC=C1)[N+](=O)[O-])=O